3-(4-bromobenzyl)-2-ethyl-5,7-dimethyl-pyrazolo[1,5-a]pyrimidine BrC1=CC=C(CC=2C(=NN3C2N=C(C=C3C)C)CC)C=C1